ClC=1C=C(C=NC1N1N=CC=N1)NC(=O)C=1C=NN(C1C(F)(F)F)C1=C2C=C(C=NC2=CC=C1)F N-(5-Chloro-6-(2H-1,2,3-triazol-2-yl)pyridin-3-yl)-1-(3-fluorochinolin-5-yl)-5-(trifluoromethyl)-1H-pyrazol-4-carboxamid